ClC=1N=C(C2=C(N1)N(C=C2I)COCC[Si](C)(C)C)OC 2-chloro-5-iodo-4-methoxy-7-((2-(trimethylsilyl)ethoxy)methyl)-7H-pyrrolo[2,3-d]pyrimidine